N[C@H](CC(C)C)C(=O)O.[Na] sodium D-leucine